NC(CO)(CO)CCC=1N=NN(C1)CCCCCCCCCC 2-amino-2-(2-(1-decyl-1H-1,2,3-triazol-4-yl)ethyl)propane-1,3-diol